NCC1=CC=C(CN2C(=NC=3C2=C(N=NC3N)OC(C)C)CCC)C=C1 1-(4-(aminomethyl)benzyl)-7-isopropoxy-2-propyl-1H-imidazo[4,5-d]pyridazin-4-amine